2-chloro-N1-(2,4-difluorophenyl)-5-methylbenzene-1,3-diamine ClC1=C(C=C(C=C1N)C)NC1=C(C=C(C=C1)F)F